4-propyl-1H-pyrrole-2-carboxamide C(CC)C=1C=C(NC1)C(=O)N